4-(methylamino)-3-nitrobenzimidamide hydrochloride Cl.CNC1=C(C=C(C(N)=N)C=C1)[N+](=O)[O-]